{1,4,7-triazonane-1,4,7-triyltris[methylene(2-hydroxy-5-methyl-3,1-phenylene)azanediyl(2-oxoethane-2,1-diyl)]}tris(phosphonic acid) N1(CCN(CCN(CC1)CC=1C(=C(C=C(C1)C)NC(CP(O)(O)=O)=O)O)CC=1C(=C(C=C(C1)C)NC(CP(O)(O)=O)=O)O)CC=1C(=C(C=C(C1)C)NC(CP(O)(O)=O)=O)O